FC(C1=CC=C(C=C1)C1=CC(=CC=C1)N(C1=NC=2N(C3=C1C=CC(=N3)OC)C(=NN2)C)C)F N-(4'-(difluoromethyl)-[1,1'-biphenyl]-3-yl)-2-methoxy-N,9-dimethylpyrido[3,2-e][1,2,4]triazolo[4,3-a]pyrimidin-5-amine